FC(C1=C(COC=2C=C(C=CC2)C2=NN(N=C2C#N)C(C)OC(=O)OC(CC(=O)O)(C)C)C=C(C=C1)C(F)(F)F)(F)F 3-(1-{4-[3-(2,5-bis-trifluoromethylbenzyloxy)phenyl]-5-cyano-2H-[1,2,3]triazol-2-yl}ethoxycarbonyloxy)-3-methylbutyric acid